2-(2-Chloro-3-methoxyphenyl)ethan-1-ol ClC1=C(C=CC=C1OC)CCO